2-bromo-6,6-dimethyl-4-(4-(1-methyl-4-(trifluoromethyl)-1H-imidazol-2-yl)benzyl)-6,7-dihydropyrazolo[1,5-a]pyrimidin-5(4H)-one BrC1=NN2C(N(C(C(C2)(C)C)=O)CC2=CC=C(C=C2)C=2N(C=C(N2)C(F)(F)F)C)=C1